C(#N)CCC1(C2=CC=CC=C2C=2C=CC=CC12)CCC#N 9,9-di-(β-cyanoethyl)fluorene